tert-butyl 4-((2-((tert-butyldimethylsilyl) oxy) ethoxy) methyl)-4-fluoro-piperidine-1-carboxylate [Si](C)(C)(C(C)(C)C)OCCOCC1(CCN(CC1)C(=O)OC(C)(C)C)F